(E)-7-(3-(3-iodobenzylidene)-2,5-dioxopyrrolidinyl)-N-hydroxyheptanamide IC=1C=C(\C=C/2\C(N(C(C2)=O)CCCCCCC(=O)NO)=O)C=CC1